ClC=1C=C(C(=NC1)C(=N)NO)SC1CCCCC1 5-chloro-3-cyclohexylsulfanyl-N-hydroxy-pyridine-2-carboxamidine